C1(=CC=C(C=C1)C(=O)O)C.[NH4+] ammonium p-toluic acid